2-((2,6-dichlorobenzyl) oxy)-7,8-dihydroquinolin-5-yl trifluoromethanesulfonate FC(S(=O)(=O)OC=1C=2C=CC(=NC2CCC1)OCC1=C(C=CC=C1Cl)Cl)(F)F